3-[4-(benzenesulfonyl)phenyl]-1-(quinolin-6-yl)urea C1(=CC=CC=C1)S(=O)(=O)C1=CC=C(C=C1)NC(NC=1C=C2C=CC=NC2=CC1)=O